NC1=NC=NN2C1=C(C=C2C=2C=NC(=C(C2)C(=O)N2C[C@@H](CCC2)CC2=CC=C(C=C2)F)OC)C(=O)NCCO 4-amino-7-{5-[(3S)-3-[(4-fluorophenyl)methyl]piperidine-1-carbonyl]-6-methoxypyridin-3-yl}-N-(2-hydroxyethyl)pyrrolo[2,1-f][1,2,4]triazine-5-carboxamide